bis(diphenylphosphinophenyl)ether C1(=CC=CC=C1)P(C1=CC=CC=C1)C1=C(C=CC=C1)OC1=C(C=CC=C1)P(C1=CC=CC=C1)C1=CC=CC=C1